4-bromoisatoic anhydride BrC=1C=C2C(C(=O)OC(N2)=O)=CC1